6-bromoquinazoline-2,4-diol BrC=1C=C2C(=NC(=NC2=CC1)O)O